6-chloro-3,4-dihydro-1H-1,5-naphthyridin-2-one ClC=1N=C2CCC(NC2=CC1)=O